N[C@H]1[C@@H]2N(C[C@H]1CC2)C(=O)C2=CC1=C(N(C(=N1)C=1N(C3=C(C=CC=C3C1)C1CCN(CC1)C(=O)NCC)CC1CC1)C)C(=C2)OC 4-(2-(5-((1R,4R,7R)-7-amino-2-azabicyclo[2.2.1]heptane-2-carbonyl)-7-methoxy-1-methyl-1H-benzo[d]imidazol-2-yl)-1-(cyclopropylmethyl)-1H-indol-7-yl)-N-ethylpiperidine-1-carboxamide